C1(=CC(=CC=C1)N1CCN(CC1)CCCCOC=1C=CC=2C3C(C(NC2C1)=O)C3)C 5-(4-(4-(m-tolyl)piperazin-1-yl)butoxy)-1,1a,3,7b-tetrahydro-2H-cyclopropa[c]quinolin-2-one